(S)-3-((1R,4S)-2-oxa-5-azabicyclo[2.2.1]heptan-5-ylmethyl)-9-bromo-10-chloro-7-hydroxy-2H-[1,4]thiazino[2,3,4-ij]quinazolin-5(3H)-one [C@H]12OC[C@@H](N(C1)C[C@H]1CSC=3C(=C(C=C4C(=NC(N1C34)=O)O)Br)Cl)C2